N-({6-methylimidazo[1,2-a]pyridin-2-yl}methyl)-4-oxo-4H-chromene-2-carboxamide CC=1C=CC=2N(C1)C=C(N2)CNC(=O)C=2OC1=CC=CC=C1C(C2)=O